Z-indazole-7-carboxylate N1N=CC2=CC=CC(=C12)C(=O)[O-]